7-chloro-3-(1H-pyrazol-4-yl)-2-(5-(trifluoromethyl)-4H-1,2,4-triazol-3-yl)-1H-indole-5-carboxamide ClC=1C=C(C=C2C(=C(NC12)C1=NN=C(N1)C(F)(F)F)C=1C=NNC1)C(=O)N